BrC1=NC(=CN=C1)C1=CC(=C(C=C1)OC(F)F)OCC1CC1 2-bromo-6-(3-(cyclopropylmethoxy)-4-(difluoromethoxy)phenyl)pyrazine